F[C@@]1(CN(CCC1)C1=C(C(=CC=C1[N+](=O)[O-])OC1=C(C=CC=C1)F)C(F)(F)F)CN1C(C2=CC=CC=C2C1=O)=O 2-({(3S)-3-fluoro-1-[3-(2-fluorophenoxy)-6-nitro-2-(trifluoromethyl)phenyl]piperidin-3-yl}methyl)-1H-isoindole-1,3(2H)-dione